CC(CO)CC1=CC2=C(C=C1)OCO2 2-methyl-3-(3,4-methylenedioxyphenyl)-propanol